N-[1-[3-chloro-5-(2,7-dimethyl-4,5,6,7-tetrahydropyrazolo[3,4-c]pyridine-3-yl)phenyl]cyclopropyl]methanesulfonamide ClC=1C=C(C=C(C1)C=1N(N=C2C(NCCC21)C)C)C2(CC2)NS(=O)(=O)C